C1=CC=CC2=CC3=CC=CC=C3C(=C12)C/N=C/C1=CC=C(C=C1)Br (E)-N-(anthracen-9-ylmethyl)-1-(4-bromophenyl)methanimine